CN1CCN(CC1)CCCNC1=NC(=NC(=N1)N)N (3-(4-methylpiperazin-1-yl)propyl)-1,3,5-triazine-2,4,6-triamine